(6z,12z)-1-bromooctadeca-6,12-diene BrCCCCC\C=C/CCCC\C=C/CCCCC